(bromomethyl)-5-cyclopropylnicotinonitrile BrCC1=C(C#N)C=C(C=N1)C1CC1